1,1'-(naphthalene-1,8-diylbis(methylene))bis(3-(4-azidobenzyl)-5,6-bis(2-(2-(2-methoxyethoxy)ethoxy)ethoxy)-1H-benzo[d]imidazol-3-ium) bromide salt [Br-].C1(=CC=CC2=CC=CC(=C12)CN1C=[N+](C2=C1C=C(C(=C2)OCCOCCOCCOC)OCCOCCOCCOC)CC2=CC=C(C=C2)N=[N+]=[N-])CN2C=[N+](C1=C2C=C(C(=C1)OCCOCCOCCOC)OCCOCCOCCOC)CC1=CC=C(C=C1)N=[N+]=[N-].[Br-]